3-Bromo-6-[9-(4,6-diphenyl-[1,3,5]triazin-2-yl)-dibenzofuran-2-yl]-9-phenyl-9H-carbazole BrC=1C=CC=2N(C3=CC=C(C=C3C2C1)C1=CC2=C(OC3=C2C(=CC=C3)C3=NC(=NC(=N3)C3=CC=CC=C3)C3=CC=CC=C3)C=C1)C1=CC=CC=C1